C12C(C(C(C=C1)O2)C(=O)O)C(O)=N 7-oxabicyclo[2.2.1]-5-heptene-2,3-Dicarboxylic acid imide